NC(C[C@@H](C(=O)N1CC=2N=C(N=C(C2C1)N1CCOCC1)N/N=C/C1=CC(=CC=C1)C)NC(OC(C)(C)C)=O)=O tert-Butyl {(2S)-4-amino-1-[2-{(2E)-2-[(3-methylphenyl) methylidene]hydrazinyl}-4-(morpholin-4-yl)-5,7-dihydro-6H-pyrrolo[3,4-d]pyrimidin-6-yl]-1,4-dioxobutan-2-yl}carbamate